FC(CN1CC2=C(CC1)SC(=C2)S(=O)(N)=NC(NC2=C1C(=CC=3CCCC23)CC1)=O)F 5-(2,2-Difluoroethyl)-N'-((2,4,5,6-tetrahydro-1H-cyclobuta[f]inden-3-yl)carbamoyl)-4,5,6,7-tetrahydrothieno[3,2-c]pyridine-2-sulfonimidamide